Dihexadecyl-Dimethyl-Ammonium Chloride Ammonium chloride [Cl-].[NH4+].[Cl-].C(CCCCCCCCCCCCCCC)[N+](C)(C)CCCCCCCCCCCCCCCC